C(#N)C1=CC=C(C=C1)C1=NOC(=C1)CO[C@@H]([C@@](CN1N=CN=C1)(O)C1=C(C=C(C=C1)F)F)C (2R,3R)-3-((3-(4-cyanophenyl)isoxazol-5-yl)-methoxy)-2-(2,4-difluorophenyl)-1-(1H-1,2,4-triazol-1-yl)butan-2-ol